2-Chloro-N-(2-dimethylaminoethyl)acetamide ClCC(=O)NCCN(C)C